3-(6-fluoro-4-(1-(piperidin-4-yl)-1H-pyrazol-4-yl)-1H-indazol-1-yl)piperidine-2,6-dione FC1=CC(=C2C=NN(C2=C1)C1C(NC(CC1)=O)=O)C=1C=NN(C1)C1CCNCC1